C(#C)C=1C(=CC2=C(N=C(O2)NC)C1)F 5-ethynyl-6-fluoro-N-methylbenzo[d]oxazol-2-amine